O[C@H]1CNCC1 (R)-3-hydroxypyrrolidine